3-(4-(3-(hydroxymethyl)azetidin-1-yl)-1-oxoisoindolin-2-yl)piperidine-2,6-dione OCC1CN(C1)C1=C2CN(C(C2=CC=C1)=O)C1C(NC(CC1)=O)=O